(S)-(5-(1-(difluoromethyl)-1H-pyrazol-3-yl)-1,3,4-oxadiazol-2-yl)(4-(5-methylbenzo[d]oxazol-2-yl)-6,7-dihydro-1H-imidazo[4,5-c]pyridin-5(4H)-yl)methanone FC(N1N=C(C=C1)C1=NN=C(O1)C(=O)N1[C@@H](C2=C(CC1)NC=N2)C=2OC1=C(N2)C=C(C=C1)C)F